N-[(S)-(4,4-Difluorocyclohexyl)(5-{3,3-difluoro-1-[(2-fluoro-2-methylpropyl)-carbamoyl]propyl}-4-fluoro-1H-benzimidazol-2-yl)methyl]-2-isopropyl-1,2,4-triazole-3-carboxamide FC1(CCC(CC1)[C@H](NC(=O)C=1N(N=CN1)C(C)C)C1=NC2=C(N1)C=CC(=C2F)C(CC(F)F)C(NCC(C)(C)F)=O)F